BrC1=NC(=CC=C1)C1=NN=CN1C1=CC=NN1C 2-bromo-6-(4-(1-methyl-1H-pyrazol-5-yl)-4H-1,2,4-triazol-3-yl)pyridine